3-(4-Bromo-2-chlorophenoxy)propan-1-ol BrC1=CC(=C(OCCCO)C=C1)Cl